ClC=1C=C(C=C(C1)F)C(C)(C)N 2-(3-chloro-5-fluorophenyl)propan-2-amine